5-(benzyloxy)-2-bromopyrimidine C(C1=CC=CC=C1)OC=1C=NC(=NC1)Br